C(C)N(C(CC#N)=O)CC N,N-Diethylcyanoacetamide